C(C1=CC=CC=C1)N(C1CCC(CC1)O)CC1=CC=CC=C1 (1r,4r)-4-(dibenzylamino)cyclohexane-1-ol